CC1=NN(C(=C1)C)C=1C=CC(N(N1)CC1CN(C1)C1=NC=NC(=C1)C(F)(F)F)=O 6-(3,5-dimethylpyrazol-1-yl)-2-[[1-[6-(trifluoromethyl)pyrimidin-4-yl]azetidin-3-yl]methyl]pyridazin-3-one